2-(4-chlorophenyl)-N-((2-(2,6-dioxopiperidine-3-yl)-1-oxoisoindoline-5-yl)methyl)-2,2-difluoroacetamide ClC1=CC=C(C=C1)C(C(=O)NCC=1C=C2CN(C(C2=CC1)=O)C1C(NC(CC1)=O)=O)(F)F